C1(=CC=CC=C1)CC(=O)C1=CC=CC=C1 2-phenylacetophenone